OC(CC1=CC(=NC2=CC=CC=C12)C(=O)O)C 4-(2-hydroxypropyl)quinoline-2-carboxylic acid